2-(4-(3-(4-hydroxybenzamido)phenyl)-1H-1,2,3-triazol-1-yl)acetic acid OC1=CC=C(C(=O)NC=2C=C(C=CC2)C=2N=NN(C2)CC(=O)O)C=C1